N1C=C(C2=CC=CC=C12)CC(CCCC)NC(=O)C1=CN=C(S1)N1CCN(CC1)C1=CC=C(C=C1)OCCOCCOC=1C=C2C(N(C(C2=CC1)=O)C1C(NC(CC1)=O)=O)=O N-(1-(1H-indol-3-yl)hexan-2-yl)-2-(4-(4-(2-(2-((2-(2,6-dioxopiperidin-3-yl)-1,3-dioxoisoindolin-5-yl)oxy)ethoxy)ethoxy)phenyl)piperazin-1-yl)thiazole-5-carboxamide